methyl 4,5-dimethyl-1-((2-(trimethylsilyl)ethoxy)methyl)-1H-imidazole-2-carboxylate CC=1N=C(N(C1C)COCC[Si](C)(C)C)C(=O)OC